OC=1C=C(C(=NC1)OC)NC(OC(C)(C)C)=O tert-butyl (5-hydroxy-2-methoxypyridin-3-yl)carbamate